(2S,4S)-4-fluoro-1-[2-[4-(4-isoquinolyloxy)-1-piperidyl]acetyl]pyrrolidine-2-carbonitrile F[C@H]1C[C@H](N(C1)C(CN1CCC(CC1)OC1=CN=CC2=CC=CC=C12)=O)C#N